3-(2-{[(3S)-piperidin-3-yl]amino}-5-(trifluoromethyl)pyrimidin-4-yl)-7-(pyridin-2-yl)-1H,4H,5H,6H,7H,8H-pyrrolo[2,3-c]azepin-8-one N1C[C@H](CCC1)NC1=NC=C(C(=N1)C1=CNC=2C(N(CCCC21)C2=NC=CC=C2)=O)C(F)(F)F